6-chloro-N-(3-oxo-1,3-dihydro-2-benzofuran-5-yl)-1H-indole-3-sulfonamide ClC1=CC=C2C(=CNC2=C1)S(=O)(=O)NC1=CC2=C(COC2=O)C=C1